((6-(difluoromethoxy)-2-(3''-fluoro-2,2'-dimethyl-4''-((5-ureidoisoindolin-2-yl)methyl)-[1,1':3',1''-terphenyl]-3-yl)benzo[d]oxazol-5-yl)methyl)-L-proline FC(OC1=CC2=C(N=C(O2)C=2C(=C(C=CC2)C2=C(C(=CC=C2)C2=CC(=C(C=C2)CN2CC3=CC=C(C=C3C2)NC(=O)N)F)C)C)C=C1CN1[C@@H](CCC1)C(=O)O)F